FC1(CC(C1)NS(=O)(=O)C1=CC(=CC=C1)C(=O)N1CC2(C3=CC(=CC=C13)NS(=O)(=O)C)CCC1(CC2)CC1)F N-(3,3-difluorocyclobutyl)-3-(5''-(methylsulfonamido)dispiro[cyclopropane-1,1'-cyclohexane-4',3''-indoline]-1''-carbonyl)benzenesulfonamide